O=C1NC(CCC1C1=CC=C(C=C1)C1CCN(CC1)C[C@H](CCC=1C=C2C(=NC=NN2C1)C1=CC(=C(C=C1)CNC(OC(C)(C)C)=O)C)F)=O tert-butyl N-[[4-[6-[(3S)-4-[4-[4-(2,6-dioxo-3-piperidyl)phenyl]-1-piperidyl]-3-fluoro-butyl]pyrrolo[2,1-f][1,2,4]triazin-4-yl]-2-methyl-phenyl]methyl]carbamate